C([C@@H]1[C@H]([C@@H]([C@H]([C@H](O1)OC2[C@@H]([C@@H](C([C@H]([C@@H]2O)O)O)O)O)N)O)O)O The molecule is a D-glucosaminide consisting of 2-aminoglucosamine attached to 1D-myo-inositol at the 6-position via an alpha-linkage. It has a role as a mouse metabolite. It is a D-glucosaminide and a monosaccharide derivative. It derives from a myo-inositol. It is a conjugate base of a 6-(alpha-D-glucosazaniumyl)-1D-myo-inositol.